6-fluoro-7-{3-[(3-methylbutyl)carbamoyl]azetidin-1-yl}-4-oxo-1-(1,3-thiazol-2-yl)-1,4-dihydro-1,8-naphthyridine-3-carboxylic acid FC=1C=C2C(C(=CN(C2=NC1N1CC(C1)C(NCCC(C)C)=O)C=1SC=CN1)C(=O)O)=O